OCC(CO)N1CCN(CC1)CCC[C@H](C(C)C)N1CC(C1)C1=CC(=C2C=NN(C2=C1)C)C1=C(C(=O)N(C(C)C)CC)C=C(C=C1)F 2-(6-{1-[(3R)-6-[4-(1,3-dihydroxypropane-2-yl)piperazin-1-yl]-2-methylhexane-3-yl]azetidin-3-yl}-1-methyl-1H-indazol-4-yl)N-ethyl-5-fluoro-N-(isopropyl)benzamide